2,3-dioxo-N-(4-(trifluoromethoxy)benzyl)indole-7-carboxamide O=C1NC2=C(C=CC=C2C1=O)C(=O)NCC1=CC=C(C=C1)OC(F)(F)F